(13R)-17-fluoro-13-methyl-8,11,14-trioxa-4,5,19,20-tetraazatetracyclo[13.5.2.12,5.018,21]tricosa-1(20),2(23),3,15(22),16,18(21)-hexaene FC1=CC=2O[C@@H](COCCOCCN3N=CC(C4=NNC1=C4C2)=C3)C